N1(N=CC=C1)C1=CC=C(C=C1)O 4-(1H-pyrazole-1-yl)phenol